5-Decylresorcinol C(CCCCCCCCC)C=1C=C(C=C(O)C1)O